O1CCC(CC1)C=1NC2=NC=CC=C2C1 (Tetrahydro-2H-pyran-4-yl)-7-azaindole